(S)-methyl-allylamine HCl salt Cl.CNCC=C